tert-butyl (S)-((6-(3'-bromo-2,2'-dichloro-[1,1'-biphenyl]-3-yl)-2-methoxypyridin-3-yl)methyl)((5-oxopyrrolidin-2-yl)methyl)carbamate BrC=1C(=C(C=CC1)C1=C(C(=CC=C1)C1=CC=C(C(=N1)OC)CN(C(OC(C)(C)C)=O)C[C@H]1NC(CC1)=O)Cl)Cl